FC=1C=CC(=NC1)N1CCC(CC1)N 1-(5-fluoropyridin-2-yl)piperidin-4-amine